C(C1=CC=CC=C1)OC1=NN(C(=C1)NC(=O)N[C@@H]1CN(C[C@H]1C1=CC(=C(C=C1)F)F)CCOC)C 1-(3-(benzyloxy)-1-methyl-1H-pyrazol-5-yl)-3-((3s,4r)-4-(3,4-difluorophenyl)-1-(2-methoxyethyl)pyrrolidin-3-yl)urea